ClC1=C(C(=C(C=C1OC)OC)Cl)C=1C=2N(C3=CC(=NC=C3C1)C=1C(=CC(=C(C1)NC(C=C)=O)N1CC(OCC1)(C)C)OC)C=CN2 N-(5-(4-(2,6-dichloro-3,5-dimethoxyphenyl)imidazo[1,2-a][1,6]naphthyridin-8-yl)-2-(2,2-dimethylmorpholino)-4-methoxyphenyl)acrylamide